O=C1NC(CCC1NC1=CC=C(C=C1)C1CCN(CC1)CCCCCCCCN(C(=O)C=1C=NN2C1N=C(C=C2)N2[C@H](CCC2)C2=C(C=CC(=C2)F)F)C)=O |r| N-[8-[4-[4-[(2,6-dioxo-3-piperidyl)amino]phenyl]-1-piperidyl]octyl]-N-methyl-5-[rac-(2R)-2-(2,5-difluorophenyl)pyrrolidin-1-yl]pyrazolo[1,5-a]pyrimidine-3-carboxamide